(S)-6-fluoro-4-(4-fluorophenyl)-N-(pyrrolidin-3-ylmethyl)-3,4-dihydroquinoxaline-1(2H)-carboxamide FC=1C=C2N(CCN(C2=CC1)C(=O)NC[C@@H]1CNCC1)C1=CC=C(C=C1)F